C(\C=C/C)(=O)O isocrotonic acid